3-(5-(difluoromethyl)-1,3,4-thiadiazol-2-yl)-8-((3S,5S)-3,5-dimethylpiperazin-1-yl)-N-(1-methylcyclopropyl)imidazo[1,5-a]pyridine-6-sulfonamide formate C(=O)O.FC(C1=NN=C(S1)C1=NC=C2N1C=C(C=C2N2C[C@@H](N[C@H](C2)C)C)S(=O)(=O)NC2(CC2)C)F